4-Iodo-N-(2,2,2-trifluoroethyl)pyridin-2-amine Lithium [Li].IC1=CC(=NC=C1)NCC(F)(F)F